BrC=1C(=NN2C1N=C(C=C2)C(=O)OCC)C2=CC(=CC=C2)C#N ethyl 3-bromo-2-(3-cyanophenyl)pyrazolo[1,5-a]pyrimidine-5-carboxylate